(1-(3,5,5,8,8-pentamethyl-5,6,7,8-tetrahydro-2-naphthyl)cyclopropyl)pyridine-5-carboxylic acid CC=1C(=CC=2C(CCC(C2C1)(C)C)(C)C)C1(CC1)C1=NC=C(C=C1)C(=O)O